[N+]([O-])(=NC1=NC2=CC=CC=C2N=C1)C1=NC2=CC=CC=C2N=C1 azoxyquinoxaline